C(C)(=O)OC1(CN(C1)CC=1C=NC(=CC1)C1CNC1)C 1-((6-(azetidin-3-yl) pyridin-3-yl) methyl)-3-methylazetidin-3-yl acetate